C(C)OC1=C(C=CC=C1)CN(CC1=CC(=CC=C1)CNCC1=NC=CC=C1)C1CCCCC=2C1=NC=CC2 N-[(2-ethoxyphenyl)methyl]-N'-(2-pyridinylmethyl)-N-(6,7,8,9-tetrahydro-5H-cyclohepta[b]pyridin-9-yl)-1,3-benzenedimethanamine